P(=O)(O)(O)OC=1C=C(C=2OC=3C=C(C=C(C3C(C2)=O)O)O)C=CC1O luteolin 3'-O-phosphate